ONC(CN(CC1=CC=C(C=C1)OC)CC1=C(C(=O)O)C=CC=C1)=O 2-[[[2-(hydroxyamino)-2-oxo-ethyl]-[(4-methoxyphenyl)methyl]amino]-methyl]benzoic acid